(7R)-3-cyclopropyl-N-(2-fluoro-2-methylpropyl)-7-[[5-(6-methylpyridin-3-yl)sulfonylpyridin-3-yl]amino]-7,8-dihydro-6H-cyclopenta[g]isoquinoline-5-sulfonamide C1(CC1)C=1N=CC=2C=C3C(=C(C2C1)S(=O)(=O)NCC(C)(C)F)C[C@@H](C3)NC=3C=NC=C(C3)S(=O)(=O)C=3C=NC(=CC3)C